C1(=CC=CC=C1)C1=C(SC=C1)C(=O)N phenylthiophene-2-carboxamide